BICYCLO[1.1.1]PENTANE C12CC(C1)C2